(S)-quinuclidin-3-yl (6-(3,5-dichlorophenyl)-2,3-dihydro-1H-inden-1-yl)carbamat ClC=1C=C(C=C(C1)Cl)C1=CC=C2CCC(C2=C1)NC(O[C@@H]1CN2CCC1CC2)=O